CC(=O)N[C@@H]1[C@H]([C@@H]([C@H](O[C@H]1OC[C@@H]2[C@@H]([C@@H]([C@H](C(O2)O)NC(=O)C)O[C@H]3[C@@H]([C@H]([C@H]([C@H](O3)CO)O)O)O)O)CO)O)O The molecule is a branched amino trisaccharide comprising N-acetyl-D-galactose having a beta-D-galactosyl residue at the 3-position and a N-acetyl-beta-D-glucosaminyl residue at the 6-position. It has a role as an epitope. It is an amino trisaccharide, a glucosamine oligosaccharide and a galactosamine oligosaccharide.